4-methylbenzenesulfonic acid 2,2-difluoro-5-nitro-2,3-dihydrobenzofuran-3-yl ester FC1(OC2=C(C1OS(=O)(=O)C1=CC=C(C=C1)C)C=C(C=C2)[N+](=O)[O-])F